N-(5-(2-(2-(2,2,2-trifluoroethyl)-2-azaspiro[3.3]heptan-6-yl)ethoxy)-1H-indol-3-yl)acetamide FC(CN1CC2(C1)CC(C2)CCOC=2C=C1C(=CNC1=CC2)NC(C)=O)(F)F